5-bromo-2-(3-methoxyphenoxy)pyrimidine BrC=1C=NC(=NC1)OC1=CC(=CC=C1)OC